C(C)(C)(C)OC(N[C@@H]1CN(C[C@@H]1CC)CC1=CC=CC=C1)=O (cis)-(1-benzyl-4-ethyl-pyrrolidin-3-yl)carbamic acid tert-butyl ester